(3S)-1-[3-(benzylthio)-2-ethylphenyl]-3-{[tert-butyl-(dimethyl)silyl]oxy}pyrrolidin-2-one C(C1=CC=CC=C1)SC=1C(=C(C=CC1)N1C([C@H](CC1)O[Si](C)(C)C(C)(C)C)=O)CC